1-(2-methoxyphenyl)-3-(1-(naphthalen-1-yl)ethyl)thiourea COC1=C(C=CC=C1)NC(=S)NC(C)C1=CC=CC2=CC=CC=C12